O=C1N(C(C2=CC=CC=C12)=O)CCCCC=O 5-(1,3-dioxoisoindolin-2-yl)pentanal